(R)-5-((1-(4-(3-(Ethyl(methyl)amino)pyrrolidin-1-yl)phenyl)-1H-imidazol-4-yl)amino)pyrazine-2-carbonitrile C(C)N([C@H]1CN(CC1)C1=CC=C(C=C1)N1C=NC(=C1)NC=1N=CC(=NC1)C#N)C